3,5-dibromo-2-fluoro-6-methoxypyridine BrC=1C(=NC(=C(C1)Br)OC)F